COC(C1=C(N=C(C(=C1)[N+](=O)[O-])C=C(C(=O)OCC)C)Cl)=O methyl-2-chloro-6-(3-ethoxy-2-methyl-3-oxoprop-1-en-1-yl)-5-nitronicotinate